N1CCC(CC1)CO piperidin-4-ylmethanol